[B].[Fe].[Nd].[Nd].[Nd] trineodymium-iron-boron